1-(4-(hydroxymethyl)phenyl)-3-(4-methoxybenzyl)urea OCC1=CC=C(C=C1)NC(=O)NCC1=CC=C(C=C1)OC